(Z)-9-(4-((1-(3-fluoropropyl)pyrrolidin-3-ylidene)methyl)phenyl)-8-(2-(trifluoromethyl)phenyl)-6,7-dihydro-5H-benzo[7]annulene-3-carboxylic acid FCCCN1CC(CC1)=CC1=CC=C(C=C1)/C/1=C(\CCCC2=C1C=CC(=C2)C(=O)O)/C2=C(C=CC=C2)C(F)(F)F